trimethyl-2-hydroxyethyl-diaminoethyl ether CC(C(O)(C)C)C(COCC(C(C(C)(C)O)C)(N)N)(N)N